2-[2'-(4-Methyl-1,2,4-triazol-3-yl)-[1,1'-biphenyl]-3-yl]-6-{[(3S)-3-methylpiperidin-1-yl]methyl}-4-(trifluoromethyl)-3H-1,3-benzodiazole CN1C(=NN=C1)C1=C(C=CC=C1)C1=CC(=CC=C1)C=1NC2=C(N1)C=C(C=C2C(F)(F)F)CN2C[C@H](CCC2)C